NC1=C(C=C(C=C1Br)Br)CC 1-(2-amino-3,5-dibromophenyl)ethane